C(C)(=O)N1C(CC1)C1=CC=2C(N=C1)=NN(C2)C=2C=C(C=CC2F)NC(=O)N2CC(C2)F N-{3-[5-(1-acetylazetidin-2-yl)-2H-pyrazolo[3,4-b]pyridin-2-yl]-4-fluorophenyl}-3-fluoroazetidine-1-carboxamide